2-(Methacryloyloxy)-3-(furfuryloxy-propan-1-yl)-3-methyl-1H-imidazolium 4-vinylbenzensulfonat C(=C)C1=CC=C(C=C1)S(=O)(=O)[O-].C(C(=C)C)(=O)OC1NC=C[N+]1(C)CCCOCC1=CC=CO1